N1C(=CC=C1)C(=O)[O-] (E)-1H-pyrrole-2-carboxylate